BrC1=C(C(=CC(=C1)F)Cl)C1(CC1)/C(/NO)=N/[H] (Z)-1-(2-bromo-6-chloro-4-fluorophenyl)-N-hydroxycyclopropane-1-carboximidamide